3-((5-tert-butyl-2-phenyloxazol-4-yl)methylene)-6-(3-(4-fluorobenzoyl)benzylidene)piperazine-2,5-dione C(C)(C)(C)C1=C(N=C(O1)C1=CC=CC=C1)C=C1C(NC(C(N1)=O)=CC1=CC(=CC=C1)C(C1=CC=C(C=C1)F)=O)=O